ClC1=CC(=C(C=C1)N1CCC2(CNC2)CC1)F 7-(4-Chloro-2-fluoro-phenyl)-2,7-diazaspiro[3.5]nonane